N-[3-(diethoxymethylsilyl)propyl]ethylenediamine C(C)OC(OCC)[SiH2]CCCNCCN